(R)-benzoic acid 2-bromo-8-((2R,3S,3aS,4aS,7R,8aR,9S,9aS)-3,9-dihydroxy-7-(2-hydroxyethyl) decahydrofurano[3,2-b]pyrano[2,3-e]pyran-2-yl)-7-oxooct-1-en-4-yl ester BrC(=C)C[C@@H](CCC(C[C@@H]1[C@@H]([C@@H]2O[C@@H]3[C@@H]([C@@H]([C@@H]2O1)O)O[C@H](CC3)CCO)O)=O)OC(C3=CC=CC=C3)=O